BrC1=CC=C(C=C1)COC=1C(C=C(OC1)CN1CC2=CC=CC=C2CC1)=O 5-[(4-bromophenyl)methoxy]-2-[(3,4-dihydro-2(1H)-isoquinolinyl)methyl]-4H-pyran-4-one